C(=O)(OC(C)(C)C)NCCBr 2-(Bocamino)ethylbromide